ClC1=C(C=CC=C1)S(=O)(=O)C/C(=C/CN)/F (Z)-4-(2-Chlorophenylsulfonyl)-3-fluorobut-2-en-1-amin